1-(4-(2-(3-(4-(tert-butyl)piperazin-1-yl)phenyl)-6-fluoro-3-hydroxypyridin-4-yl)-2-chlorophenyl)-3-methyl-1H-imidazol-2(3H)-one C(C)(C)(C)N1CCN(CC1)C=1C=C(C=CC1)C1=NC(=CC(=C1O)C1=CC(=C(C=C1)N1C(N(C=C1)C)=O)Cl)F